p-aminoaniline C1=CC(=CC=C1N)N